Dimethylthiophosphonotyrosine COP(=S)(OC)OC1=CC=C(C[C@H](N)C(=O)O)C=C1